O1C2=CC=C1C(=O)OCCCCCCOC2=O hexylene 2,5-furandicarboxylate